3-(2-amino-[1,2,4]triazolo[1,5-a]pyridin-7-yl)-6-chloro-N-(3-(3-chloro-2-fluorophenyl)-2,2-difluoro-3-hydroxypropyl)-2-fluorobenzamide NC1=NN2C(C=C(C=C2)C=2C(=C(C(=O)NCC(C(O)C3=C(C(=CC=C3)Cl)F)(F)F)C(=CC2)Cl)F)=N1